Ethyl (2S)-2-[[2-(2,2-dimethylpropanoylsulfanyl)ethoxy-(4-nitrophenoxy)-phosphoryl]amino]-4-methyl-pentanoate CC(C(=O)SCCOP(=O)(OC1=CC=C(C=C1)[N+](=O)[O-])N[C@H](C(=O)OCC)CC(C)C)(C)C